C(=O)(OC(C)(C)C)N1C(=CC(=C1)B1OC(C)(C)C(C)(C)O1)C(=O)OC 1-Boc-2-(methoxycarbonyl)pyrrole-4-boronic acid pinacol ester